C(C)(=O)OC=1C=CC=C2NC=C(CCN(C)C(C)C)C12 4-Acetoxy-N-isopropyl-N-methyltryptamine